selenium ferric trifluoride [F-].[F-].[F-].[Fe+3].[Se]